methyl (1-(4-bromophenyl)propan-2-yl)carbamate BrC1=CC=C(C=C1)CC(C)NC(OC)=O